N-(5-(1-(2-methoxyethyl)-1H-pyrazol-3-yl)-4-((4-methyl-6-(methylsulfonyl)pyridin-2-yl)amino)pyridin-2-yl)acetamide COCCN1N=C(C=C1)C=1C(=CC(=NC1)NC(C)=O)NC1=NC(=CC(=C1)C)S(=O)(=O)C